C(CCCCCCCCCCCCCCCCCCCCCCCC)(=O)OCCCCCCCC\C=C/CCCCCCCC Oleyl Pentacosanoate